(S)-(-)-1-(2-naphthyl)ethyl-lead ammonium bromide [Br-].[NH4+].C1=C(C=CC2=CC=CC=C12)[C@H](C)[Pb]